acryloyloxytetradecyltrichlorosilane C(C=C)(=O)OCCCCCCCCCCCCCC[Si](Cl)(Cl)Cl